methyl N-[5-[6-[(4-fluoro-3-methoxy-phenyl)-(2-methoxyethyl) carbamoyl]-8-methyl-imidazo[1,2-a]pyridin-3-yl]-2-pyridyl]carbamate FC1=C(C=C(C=C1)N(C(=O)C=1C=C(C=2N(C1)C(=CN2)C=2C=CC(=NC2)NC(OC)=O)C)CCOC)OC